3-methyl-N-{4-[1-(propylcarbamoyl)cyclobutyl]phenyl}-1,2-oxazole-5-carboxamide CC1=NOC(=C1)C(=O)NC1=CC=C(C=C1)C1(CCC1)C(NCCC)=O